FC1=C(C=C(OC2=NC=CC(=C2)N2C(NC3(C2=O)CCCCC3)=O)C=C1)OC 3-[2-(4-fluoro-3-methoxy-phenoxy)-4-pyridyl]-1,3-diazaspiro[4.5]decane-2,4-dione